1-(dimethylamino)-3-aminopropane CN(CCCN)C